quinoline-8-carbonitrile, formate salt C(=O)O.N1=CC=CC2=CC=CC(=C12)C#N